CC(C)N1C(C=CC2=C1N=CN=C2)=O 8-(prop-2-yl)pyrido[2,3-d]Pyrimidine-7(8H)-one